methyl rac-(2R,3S,4S,5R)-4-[[3-(3,4-difluoro-2-methoxy-phenyl)-4,5-dimethyl-5-(trifluoromethyl)tetrahydrofuran-2-carbonyl]amino]pyridine-2-carboxylate FC=1C(=C(C=CC1F)[C@H]1[C@@H](O[C@]([C@H]1C)(C(F)(F)F)C)C(=O)NC1=CC(=NC=C1)C(=O)OC)OC |r|